8-oxo-N-(2,3,4-trifluorobenzyl)-5,6,7,8-tetrahydroquinoline-5-carboxamide O=C1CCC(C=2C=CC=NC12)C(=O)NCC1=C(C(=C(C=C1)F)F)F